C(C)(C)(C)OC(=O)N[C@@H](C(C)C)C(=O)OC[C@H]1O[C@@]([C@@H]2OC(CCCC(O[C@@H]21)=O)=O)(C#N)C2=CC=C1C(=NC=NN12)N ((7aR,8R,10R,10aR)-10-(4-aminopyrrolo[2,1-f][1,2,4]triazin-7-yl)-10-cyano-2,6-dioxooctahydro-2H-furo[3,4-b][1,4]dioxonin-8-yl)methyl (tert-butoxycarbonyl)-L-valinate